NCCCN(CCCN)[Si](CCC)(N)CCC bis-(amino-propyl)amino-propyl-amino-propyl-silane